C1(=CC(=CC=C1)N1N=C2C=CC=CC2=C1)C 2-(m-tolyl)-2H-indazole